N-(1-cyanocyclopropyl)-2-methyl-4-oxo-4,9-dihydro-3H-pyrimido[4,5-b]indole-7-sulfonamide C(#N)C1(CC1)NS(=O)(=O)C1=CC=C2C3=C(NC2=C1)N=C(NC3=O)C